C(C)(C)C1=C(C#N)C=CC(=C1)OC1=NC=C(C=C1)N1C(NC=2C1=NC=CC2)=O 2-isopropyl-4-[[5-(2-oxo-1H-imidazo[4,5-b]pyridin-3-yl)-2-pyridinyl]oxy]benzonitrile